C(#N)C=1C=C(C=CC1F)S(=O)(=O)N(C)[C@H]1COCC=2NC(C=3C=C(C(=CC3C21)F)F)=O (R)-3-cyano-N-(8,9-difluoro-6-oxo-1,4,5,6-tetrahydro-2H-pyrano[3,4-c]isoquinolin-1-yl)-4-fluoro-N-methylbenzenesulfonamide